ethyl-N8-(2-pyridylmethyl)-[1,2,4]triazolo[4,3-b]pyridazine-6,8-diamine C(C)C1=NN=C2N1N=C(C=C2NCC2=NC=CC=C2)N